3-chloro-2-(1-isopropyl-4-methyl-1H-pyrazol-5-yl)-6,7-dihydropyrazolo[1,5-a]pyrimidin-5(4H)-one ClC=1C(=NN2C1NC(CC2)=O)C2=C(C=NN2C(C)C)C